5-(4-(ethylsulfonyl)phenyl)pentanoic acid C(C)S(=O)(=O)C1=CC=C(C=C1)CCCCC(=O)O